4-(N-(3-(tert-butyl)-5-cyclopropylbenzyl)-2-(N-(2-fluorobenzyl)-(2,3,4,5,6-pentafluoro-phenyl)sulfonamido)acetamido)-3-(3,3-difluorocyclobutoxy)benzoic acid C(C)(C)(C)C=1C=C(CN(C(CN(S(=O)(=O)C2=C(C(=C(C(=C2F)F)F)F)F)CC2=C(C=CC=C2)F)=O)C2=C(C=C(C(=O)O)C=C2)OC2CC(C2)(F)F)C=C(C1)C1CC1